CO[NH-] N-methoxyamide